4-piperidino-piperidine N1(CCCCC1)C1CCNCC1